C(CCCCCCC)SCC=1C=C(C(=C(C1)CSCCCCCCCC)O)C 4,6-bis[(octyl-thio)methyl]-o-cresol